N1=C(C=CC2=CC=CC=C12)NC(C)=O N-(2-quinolinyl)acetamide